C(C)N(C(=O)N1CC2(C1)OC(CNC2)(F)F)C(C)C N-ethyl-6,6-difluoro-N-isopropyl-5-oxa-2,8-diazaspiro[3.5]nonane-2-carboxamide